[C@H](C)(CC)N1C=C(C=2C(=CC(=CC12)C1=CC(=C(C=C1)CN)F)C(=O)NCC=1C(NC(=CC1C)C)=O)C (S)-1-(sec-butyl)-6-(4-(aminomethyl)-3-fluorophenyl)-N-((4,6-dimethyl-2-oxo-1,2-dihydropyridin-3-yl)methyl)-3-methyl-1H-indole-4-carboxamide